tert-butyl 2,2-dimethyl-4-(morpholinomethyl)-3,6-dihydropyridine-1(2H)-carboxylate CC1(N(CC=C(C1)CN1CCOCC1)C(=O)OC(C)(C)C)C